tert-butyl (3S)-4-[4-[(6-bromo-3-oxo-4H-pyrazin-2-yl) amino]-2-nitrophenyl]-3-methylpiperazine-1-carboxylate BrC1=CNC(C(=N1)NC1=CC(=C(C=C1)N1[C@H](CN(CC1)C(=O)OC(C)(C)C)C)[N+](=O)[O-])=O